tert-butyl (2R,5S)-2-cyclopropyl-5-(4-(4,6-dichloro-7H-pyrrolo[2,3-d]pyrimidin-7-yl)phenyl)morpholine-4-carboxylate C1(CC1)[C@@H]1CN([C@H](CO1)C1=CC=C(C=C1)N1C(=CC2=C1N=CN=C2Cl)Cl)C(=O)OC(C)(C)C